[O-]CC.[Ti+4].[O-]CC.[O-]CC.[O-]CC titanium (iv) ethoxide